4-chloro-1,3-dimethyl-1H-pyrazole-5-carboxamide ClC=1C(=NN(C1C(=O)N)C)C